tert-butyl ((1S,3S)-3-((5-(3-methyl-2,4-dioxoimidazolidin-1-yl)pyridin-2-yl)amino)cyclopentyl)carbamate CN1C(N(CC1=O)C=1C=CC(=NC1)N[C@@H]1C[C@H](CC1)NC(OC(C)(C)C)=O)=O